FC=1C(=C(C=CC1F)[C@H]1[C@H](O[C@](C1)(CC(F)(F)F)C)C(=O)OCC)OC |r| ethyl rac-(2S,3S,5R)-3-(3,4-difluoro-2-methoxy-phenyl)-5-methyl-5-(2,2,2-trifluoroethyl)tetrahydrofuran-2-carboxylate